(3R,4S)-N-(2-methyl-1-oxo-1,2-dihydroisoquinolin-5-yl)-4-phenylpyrrolidine-3-Formamide hydrochloride Cl.CN1C(C2=CC=CC(=C2C=C1)NC(=O)[C@H]1CNC[C@@H]1C1=CC=CC=C1)=O